(5-aminopyrimidin-4-yl)methanol NC=1C(=NC=NC1)CO